1-(3-fluorobicyclo[1.1.1]pentan-1-yl)-1H-imidazole-2-carbaldehyde FC12CC(C1)(C2)N2C(=NC=C2)C=O